C1(CC1)C1=C(C(=NO1)C1=C(C=CC=C1Cl)Cl)CO[C@H]1[C@@H]2CN([C@H](C1)C2)C=2SC1=C(N2)C(=CC(=C1)C(=O)O)C1COCC1 2-[(1S,4S,5R)-5-{[5-cyclopropyl-3-(2,6-dichlorophenyl)-1,2-oxazol-4-yl]methoxy}-2-azabicyclo[2.2.1]heptan-2-yl]-4-(oxolan-3-yl)-1,3-benzothiazole-6-carboxylic acid